C(C(=C)C)(=O)OCCSC=1SC(=NN1)SCCCCC 2-methacryloxyethylthio-5-n-pentylthio-1,3,4-thiadiazole